4-(6-(2,8-diazaspiro[4.5]decan-8-yl)pyridin-3-yl)-6-(1-methyl-1H-pyrazol-4-yl)pyrazolo[1,5-a]pyridine-3-carbonitrile dihydrochloride Cl.Cl.C1NCCC12CCN(CC2)C2=CC=C(C=N2)C=2C=1N(C=C(C2)C=2C=NN(C2)C)N=CC1C#N